CO\N=C\1/NC2=C(C=C(C=C2C(N1CC=1C=NN(C1)C)=O)S(=O)(=O)NC1(CC1)C)C1C(CNCC1)C (2E)-2-methoxyimino-N-(1-methylcyclopropyl)-3-[(1-methylpyrazol-4-yl)methyl]-4-oxo-8-[(2R)-3-methyl-4-piperidinyl]-1H-quinazoline-6-sulfonamide